C(C)(C)C1=NC=C(N=C1)C(C)C 2,5-diisopropylpyrazine